8-((2-hydroxyethyl)amino)-1,3-dimethyl-7-(4-(naphthalen-2-yl)benzyl)-3,7-dihydro-1H-purine-2,6-dione OCCNC1=NC=2N(C(N(C(C2N1CC1=CC=C(C=C1)C1=CC2=CC=CC=C2C=C1)=O)C)=O)C